NC1=NC=CC(=C1Cl)OC1=C(C=C(C=C1)NC(=O)C=1C(N(C=CC1OCC)C1=CC=C(C=C1)F)=O)F N-[4-[(2-amino-3-chloro-4-pyridinyl)oxy]-3-fluorophenyl]-4-ethoxy-1-(4-fluorophenyl)-2-oxo-3-pyridinecarboxamide